cyclohex-1-ene-1-carboxylic Acid C1(=CCCCC1)C(=O)O